FC(C)(F)C1=NN(C2=NC=C(C=C21)OCC=2C(=C(N)C=CC2F)F)COCC[Si](C)(C)C 3-([[3-(1,1-difluoroethyl)-1-[[2-(trimethylsilyl)ethoxy]methyl]pyrazolo[3,4-b]pyridin-5-yl]oxy]methyl)-2,4-difluoroaniline